Phenylmethylmethane C1(=CC=CC=C1)CC